6-(4-(4-acryloyl-6-(trifluoromethyl)morpholin-2-yl)-6-chloropyridin-2-yl)-N-methylpyrimidine-4-carboxamide C(C=C)(=O)N1CC(OC(C1)C(F)(F)F)C1=CC(=NC(=C1)Cl)C1=CC(=NC=N1)C(=O)NC